C1(C=CC=C1)[Y](NC(C(CC)CC)=O)C1C=CC=C1 bis(cyclopentadienyl)(diethyl-acetamido)yttrium